BrCC(=O)N(C1=C(C=CC=C1)C(=O)C1=CC=C(C=C1)C1=CC(=CC=C1)OC1=CC=CC=C1)C 2-bromo-N-methyl-N-(2-(3'-phenoxy-[1,1'-biphenyl]-4-carbonyl)phenyl)acetamide